5-bromo-2-((2-nitrovinyl)amino)benzoic acid BrC=1C=CC(=C(C(=O)O)C1)NC=C[N+](=O)[O-]